CC1=NC2=CC=CC=C2C(=N1)C 2,4-dimethyl-quinazoline